[4-chloro-5-[(dimethylamino)methyl]-6-oxo-pyridazin-1-yl]acetic acid ClC=1C=NN(C(C1CN(C)C)=O)CC(=O)O